2-[4-(3,5-dichloro-phenyl)-piperazin-1-yl]-7-methyl-3,7-dihydro-pyrrolo[2,3-d]pyrimidin-4-one ClC=1C=C(C=C(C1)Cl)N1CCN(CC1)C=1NC(C2=C(N1)N(C=C2)C)=O